hexadecanesulfonyl fluoride C(CCCCCCCCCCCCCCC)S(=O)(=O)F